C1(=CC=CC=C1)C#CC(=C)C1(CCCC1)O 1-(4-phenylbut-1-en-3-yn-2-yl)cyclopentan-1-ol